BrC1=CC=C(C=C1)C(C=CC1=CC=C(C(=O)O)C=C1)=O 4-[3-(4-Bromophenyl)-3-oxoprop-1-en-1-yl]benzoic acid